FC1=NC(=CC=C1C1=NN2C(C(=N1)NCC1=CC=C(C=C1)C=1N(C=C(N1)C(F)(F)F)C(C)C)=NC=C2)F 2-(2,6-difluoropyridin-3-yl)-N-(4-(1-isopropyl-4-(trifluoromethyl)-1H-imidazol-2-yl)benzyl)imidazo[2,1-f][1,2,4]triazin-4-amine